(1E,6E)-1-{3-methoxy-4-[4,5,6-trihydroxy-3-(hydroxymethyl)oxan-2-yl]phenyl}-7-(3-methoxy-4-{[3,4,5-trihydroxy-6-(hydroxymethyl)oxan-2-yl]oxy}phenyl)hepta-1,6-diene-3,5-dione COC=1C=C(C=CC1C1OC(C(C(C1CO)O)O)O)\C=C\C(CC(\C=C\C1=CC(=C(C=C1)OC1OC(C(C(C1O)O)O)CO)OC)=O)=O